1-[4-(6-chloropyridazin-3-yl)morpholin-2-yl]cyclopropanol ClC1=CC=C(N=N1)N1CC(OCC1)C1(CC1)O